Boc-L-valinamide C(=O)(OC(C)(C)C)N[C@@H](C(C)C)C(=O)N